O=C1NC(CCC1N1C(C2=CC=CC(=C2C1=O)C#CCOCCCCCN(C(OC(C)(C)C)=O)C)=O)=O Tert-butyl (5-((3-(2-(2,6-dioxopiperidin-3-yl)-1,3-dioxoisoindolin-4-yl)prop-2-yn-1-yl)oxy) pentyl)(methyl)carbamate